(R)-N-(6-(4-fluoro-4-(hydroxymethyl)piperidin-1-yl)-2-(hydroxymethyl)-2-methyl-2,3-dihydrobenzofuran-5-yl)pyrazolo[1,5-a]pyrimidine-3-carboxamide FC1(CCN(CC1)C1=CC2=C(C[C@](O2)(C)CO)C=C1NC(=O)C=1C=NN2C1N=CC=C2)CO